3-((2-carboxyethyl)amino)benzo[e][1,2,4]triazine-1-oxide C(=O)(O)CCNC=1N=[N+](C2=C(N1)C=CC=C2)[O-]